tert-butyl (3R,4S)-4-(4-(3-(2,6-bis(benzyloxy) pyridin-3-yl)-1-methyl-1H-indazol-7-yl) piperazine-1-carbonyl)-3-methylpiperidine-1-carboxylate C(C1=CC=CC=C1)OC1=NC(=CC=C1C1=NN(C2=C(C=CC=C12)N1CCN(CC1)C(=O)[C@@H]1[C@H](CN(CC1)C(=O)OC(C)(C)C)C)C)OCC1=CC=CC=C1